FC1=CC=C(C=C1)C=1C=C2C(=NC=NC2=C(C1)S(=O)(=O)N1CCOCC1)N[C@H](C)C=1N=NC(=CC1)C (R)-6-(4-fluorophenyl)-N-(1-(6-methylpyridazin-3-yl)ethyl)-8-(morpholinylsulfonyl)quinazolin-4-amine